FC1=CC=C(C=C1)C1SCC(N1C1=NC=NC=C1)=O 2-(4-Fluorophenyl)-3-(pyrimidin-4-yl)-1,3-thiazolidin-4-one